tert-butyl (S)-4-(3-(2,6-bis(benzyloxy)pyridin-3-yl)-1-methyl-1H-indazol-7-yl)-2-methylpiperazine-1-carboxylate C(C1=CC=CC=C1)OC1=NC(=CC=C1C1=NN(C2=C(C=CC=C12)N1C[C@@H](N(CC1)C(=O)OC(C)(C)C)C)C)OCC1=CC=CC=C1